4-(1-(3-(1-(2-(2,6-dioxopiperidin-3-yl)-1,3-dioxoisoindolin-4-yl)piperidin-4-yl)propyl)-1H-pyrazol-4-yl)-N-(2-((R)-1-methylpyrrolidin-2-yl)imidazo[1,2-a]pyrazin-6-yl)benzamide O=C1NC(CCC1N1C(C2=CC=CC(=C2C1=O)N1CCC(CC1)CCCN1N=CC(=C1)C1=CC=C(C(=O)NC=2N=CC=3N(C2)C=C(N3)[C@@H]3N(CCC3)C)C=C1)=O)=O